(5-hydroxy-2-methylquinolin-6-yl)(morpholino)methanone OC1=C2C=CC(=NC2=CC=C1C(=O)N1CCOCC1)C